octadecyltrimethylammonium perbromate Br(=O)(=O)(=O)[O-].C(CCCCCCCCCCCCCCCCC)[N+](C)(C)C